BrC1=CC(=C2C=C(NC2=C1F)C(=O)OC)Cl Methyl 6-bromo-4-chloro-7-fluoro-1H-indole-2-carboxylate